The molecule is an acyl-CoA that results from the formal condensation of the thiol group of coenzyme A with the carboxy group of oscr#29. It derives from an oscr#29. It is a conjugate acid of an oscr#29-CoA(4-). C[C@H]1[C@@H](C[C@H]([C@@H](O1)OCCCCCCCCCCCCCC/C=C/C(=O)SCCNC(=O)CCNC(=O)[C@@H](C(C)(C)COP(=O)(O)OP(=O)(O)OC[C@@H]2[C@H]([C@H]([C@@H](O2)N3C=NC4=C(N=CN=C43)N)O)OP(=O)(O)O)O)O)O